2-[({3-amino-5H-pyrrolo[2,3-b]pyrazin-2-yl}formamido)methyl]-6-{[2-(4-aminopiperidin-1-yl)ethyl]carbamoyl}-1,3-diethyl-1H-1,3-benzodiazol-3-ium NC1=C(N=C2C(=N1)NC=C2)C(=O)NCC2=[N+](C1=C(N2CC)C=C(C=C1)C(NCCN1CCC(CC1)N)=O)CC